1-(4-(5-(2-fluorophenyl)-2H-tetrazol-2-yl)piperidin-1-yl)-2-(4-methyl-1,2,5-oxadiazol-3-yl)ethan-1-one FC1=C(C=CC=C1)C=1N=NN(N1)C1CCN(CC1)C(CC1=NON=C1C)=O